FC=1C=C(C(=O)N2CC(N(CC2)C(=O)OC(C)(C)C)C)C=CC1B1OC(C(O1)(C)C)(C)C tert-butyl 4-(3-fluoro-4-(4,4,5,5-tetramethyl-1,3,2-dioxaborolan-2-yl)benzoyl)-2-methylpiperazine-1-carboxylate